3-amino-5-tert-butyl-1H-pyrazole NC1=NNC(=C1)C(C)(C)C